coniferyl coumarate C(\C=C\C1=CC=C(C=C1)O)(=O)OC\C=C\C1=CC(OC)=C(O)C=C1